BrC1=C(C2=C(CCO2)C=C1C)C(=O)OC methyl 6-bromo-5-methyl-2,3-dihydro-1-benzofuran-7-carboxylate